C(C)(C)N1CC(OC2(C1)CCN(CC2)CCC2=CC=CC=C2)C 4-Isopropyl-2-methyl-9-phenethyl-1-oxa-4,9-diazaspiro[5.5]undecan